O1[C@@H](COCC1)COC1=C(C=C(C=C1)F)C1CCN(CC1)[C@@H]1COC2(CN(C2)C=2SC=NN2)C1 (S)-7-(4-(2-(((S)-1,4-dioxan-2-yl)methoxy)-5-fluorophenyl)piperidin-1-yl)-2-(1,3,4-thiadiazol-2-yl)-5-oxa-2-azaspiro[3.4]octane